3-(2-((2-hexyldecanoyl)oxy)ethyl)-4-oxo-14-(piperidin-1-yl)-5,12-dioxa-8,9-dithia-3-azatetradecyl 2-hexyldecanoate Azanediylbis(ethane-2,1-diyl)bis(2-hexyldecanoate) N(CCC(C(=O)O)(CCCCCCCC)CCCCCC)CCC(C(=O)O)(CCCCCCCC)CCCCCC.C(CCCCC)C(C(=O)OCCN(C(OCCSSCCOCCN1CCCCC1)=O)CCOC(C(CCCCCCCC)CCCCCC)=O)CCCCCCCC